O[C@@H]1[C@H]([C@@H](O[C@@H]([C@@H]1O)NC1=C2C(=NC=C1)N=CN2)C)NC(CN(C(OC(C)(C)C)=O)C)=O tert-butyl N-[2-[[(2S,3R,4R,5R,6S)-4,5-dihydroxy-6-(1H-imidazo[4,5-b]pyridin-7-ylamino)-2-methyl-tetrahydropyran-3-yl]amino]-2-oxo-ethyl]-N-methyl-carbamate